C(C=C)N1N(C2=NC(=NC=C2C1=O)NC1=CC=C(C=C1)N1CCN(CC1)C)C=1N=C2N(C1)CC[C@@]2(C)O (R)-2-allyl-1-(7-hydroxy-7-methyl-6,7-dihydro-5H-pyrrolo[1,2-a]imidazol-2-yl)-6-((4-(4-methylpiperazin-1-yl)phenyl)amino)-1,2-dihydro-3H-pyrazolo[3,4-d]pyrimidin-3-one